((7S,9aS)-5-oxohexahydro-1H,3H-pyrrolo[2,1-c][1,4]oxazepin-7-yl)methyl benzoate C(C1=CC=CC=C1)(=O)OC[C@@H]1CC[C@H]2COCCC(N21)=O